9-chloro-1-methoxy-5,6,6a,7-tetrahydro-4H-dibenzo[de,g]quinolin-2-ol hydrochloride Cl.ClC1=CC2=C(C3=C4C(CCNC4C2)=CC(=C3OC)O)C=C1